N-(2-(((8-((4-(Trifluoromethyl)phenyl)sulfonamido)quinolin-2-yl)methyl)amino)ethyl)acetamide FC(C1=CC=C(C=C1)S(=O)(=O)NC=1C=CC=C2C=CC(=NC12)CNCCNC(C)=O)(F)F